(R)-6-chloro-7-(2-(((3-chloropyridin-2-yl)oxy)methyl)pyrrolidin-1-yl)-4-oxo-1-(pyrazin-2-yl)-1,4-dihydroquinoline-3-carboxylic acid ClC=1C=C2C(C(=CN(C2=CC1N1[C@H](CCC1)COC1=NC=CC=C1Cl)C1=NC=CN=C1)C(=O)O)=O